OCCN(C(CO)(CO)CO)CCO 2-[bis(2-hydroxyethyl)amino]-2-(hydroxymethyl)-1,3-propanediol